[Na+].C1(=CC=CC=C1)CCCCC(=O)[O-] 5-phenylpentanoic acid sodium salt